N-methyl-N-propyl-Pentanamide CN(C(CCCC)=O)CCC